C(CCCCCCCC)(=O)C([C@](O)([C@@](O)([C@H](OC(CCCCCCCC)=O)CO)C(CCCCCCCC)=O)C(CCCCCCCC)=O)O 1,2,3,4-O-tetranonoyl-xylitol